NCC1=CC=C(C=C1)CN 1,4-Bis(aminomethyl)-benzene